OC12C[C@H]3C([C@H](CC(C1)C3)C2)N(C2=C3C(=NC=C2C(=O)OC(C)C)NC=C3)C isopropyl 4-(((1R,3S,5S,7S)-5-hydroxyadamantan-2-yl)(methyl)amino)-1H-pyrrolo[2,3-b]pyridine-5-carboxylate